[Si](C)(C)(C(C)(C)C)O[C@@H]1CN(CC[C@@H]1N1C([C@@H](CC1)OC[C@H](C)NC(OC(C)(C)C)=O)=O)C1=NC=C(C=N1)C(F)(F)F tert-butyl ((S)-1-(((R)-1-((3R,4S)-3-((tert-butyldimethylsilyl)oxy)-1-(5-(trifluoromethyl)pyrimidin-2-yl)piperidin-4-yl)-2-oxopyrrolidin-3-yl)oxy)propan-2-yl)carbamate